6-(5-azaspiro[2.4]heptan-5-yl)quinoline-4-carboxylic acid C1CC12CN(CC2)C=2C=C1C(=CC=NC1=CC2)C(=O)O